methyl 5-amino-2-((trans)-4-(4-(tert-butoxycarbonyl)piperazin-1-yl)cyclohexyl)-2H-indazole-6-carboxylate NC1=CC2=CN(N=C2C=C1C(=O)OC)[C@@H]1CC[C@H](CC1)N1CCN(CC1)C(=O)OC(C)(C)C